F[C@@H]1CN(CC[C@H]1NC1=C2C=C(N(C2=CC=C1)CC(F)(F)F)C(=O)NN)C 4-(((3R,4R)-3-fluoro-1-methylpiperidin-4-yl)amino)-1-(2,2,2-trifluoroethyl)-1H-indole-2-carbohydrazide